C[C@]12C3C(C[C@@]4(C(CCC4C3CCC2=CC(CC1)=O)=O)C)=O (10R,13S)-10,13-dimethyl-6,7,8,9,10,12,13,14,15,16-decahydro-1H-cyclopenta[a]phenanthrene-3,11,17(2H)-trione